ClC=1C=C2C(=CN=C(C2=CN1)N1CC(C1)F)C(C)C 1-(6-chloro-4-isopropyl-2,7-naphthyridin-1-yl)-3-fluoroazetidin